[N+](=O)([O-])C1=CC=C(S1)C(=O)NC1=C2C(=NC(=N1)C1=CC=C(C=C1)C(F)(F)F)N(N=C2)C2=CC=C(C=C2)C 5-nitro-N-(1-(p-tolyl)-6-(4-(trifluoromethyl)phenyl)-1H-pyrazolo[3,4-d]pyrimidin-4-yl)thiophene-2-carboxamide